isopropyl 2-((4-((2-(dimethylamino)ethyl)(methyl-d3)amino)-2-methoxy-5-nitro phenyl)amino)-4-(3,3,5-trimethyl-2,3-dihydro-1H-pyrrolo[3,2-b]pyridin-1-yl)pyrimidine-5-carboxylate CN(CCN(C1=CC(=C(C=C1[N+](=O)[O-])NC1=NC=C(C(=N1)N1CC(C2=NC(=CC=C21)C)(C)C)C(=O)OC(C)C)OC)C([2H])([2H])[2H])C